N-(5-Chloro-2-cyanophenyl)-2-((3-(2,6-dioxopiperidin-3-yl)-1-methyl-1H-indazol-7-yl)oxy)acetamide ClC=1C=CC(=C(C1)NC(COC=1C=CC=C2C(=NN(C12)C)C1C(NC(CC1)=O)=O)=O)C#N